COC(=O)N1[C@H](CCC2=C(C(=CC=C12)F)[N+](=O)[O-])C (2S)-6-fluoro-2-methyl-5-nitro-1,2,3,4-tetrahydroquinoline-1-carboxylic acid methyl ester